tert-butyl-(2S)-2-amino-5-[[(benzyloxy)carbonyl]amino]pentanoic acid hydrochloride Cl.C(C)(C)(C)[C@](C(=O)O)(CCCNC(=O)OCC1=CC=CC=C1)N